2-(4-aminocyclohexyl)ethanol Methyl-((6-methyl-2-(((1R*,2R*)-2-(3-oxopropyl)cyclopentyl)oxy)pyridin-3-yl)sulfonyl)-L-prolinate C[C@@]1(N(CCC1)S(=O)(=O)C=1C(=NC(=CC1)C)O[C@H]1[C@H](CCC1)CCC=O)C(=O)OCCC1CCC(CC1)N |o1:17,18|